C(#N)[C@H](C[C@H]1C(NCC1)=O)NC([C@H](CC(F)(F)F)N1C(=CC2=C(C=CC=C12)OC)C(=O)N)=O ((S)-1-(((S)-1-cyano-2-((S)-2-oxopyrrolidin-3-yl)ethyl)amino)-4,4,4-trifluoro-1-oxobutan-2-yl)-4-methoxy-1H-indole-2-carboxamide